NCC1=CC=C(C=C1)N1C(=NC=2C1=NC(=CC2)C(F)F)C=2C(=NC=CC2)N 3-(3-(4-(aminomethyl)phenyl)-5-(difluoromethyl)-3H-imidazo[4,5-b]pyridin-2-yl)pyridin-2-amine